7-hydroxy-4-oxo-2-phenyl-4H-chromen-3,5-diyl diacetate C(C)(=O)OC1=C(OC2=CC(=CC(=C2C1=O)OC(C)=O)O)C1=CC=CC=C1